6-(2-chloro-4-fluoro-5-methoxy-phenyl)-3-(1-methylpyrazolo[4,3-c]pyridin-7-yl)-1H-thieno[3,2-d]pyrimidine-2,4-dione ClC1=C(C=C(C(=C1)F)OC)C1=CC=2NC(N(C(C2S1)=O)C=1C2=C(C=NC1)C=NN2C)=O